N-(2-cyanobenzyl)-5-(4,5-difluoro-2-{[(3S)-3-(morpholin-4-ylmethyl)-3,4-dihydroisoquinolin-2(1H)-yl]carbonyl}phenyl)-N-(4-hydroxyphenyl)-1,2-dimethyl-1H-pyrrole-3-carboxamide C(#N)C1=C(CN(C(=O)C2=C(N(C(=C2)C2=C(C=C(C(=C2)F)F)C(=O)N2CC3=CC=CC=C3C[C@H]2CN2CCOCC2)C)C)C2=CC=C(C=C2)O)C=CC=C1